COC(CN1CCC(CC1)CCCC)COC 1-(2,3-dimethoxypropyl)-4-butylpiperidine